[2-[4-[5-(dimethylamino)pentanoyl-[4-[2-(2-methyl octanoyloxy)-1-(2-methyloctanoyloxymethyl)ethoxy]-4-oxo-butyl]amino]butanoyloxy]-3-(2-methyloctanoyloxy)propyl]2-methyloctanoate CN(CCCCC(=O)N(CCCC(=O)OC(COC(C(CCCCCC)C)=O)COC(C(CCCCCC)C)=O)CCCC(=O)OC(COC(C(CCCCCC)C)=O)COC(C(CCCCCC)C)=O)C